1,3-bis(aminomethyl)cyclohexanepropionic propynic anhydride C(C#C)(=O)OC(CCC1(CC(CCC1)CN)CN)=O